1,3-Difluoro-2-[8-(5-{[(5-fluoro-2,3-dihydro-1-benzofuran-4-yl)methyl]amino}-[1,2,4]Triazolo[4,3-c]pyrimidin-8-yl)-[1,2,4]triazolo[1,5-a]pyridin-5-yl]propan-2-ol FCC(CF)(O)C1=CC=C(C=2N1N=CN2)C=2C=1N(C(=NC2)NCC2=C(C=CC3=C2CCO3)F)C=NN1